ClC1=CC=2NC(=CC2S1)C(=O)N(C)[C@H]1CO[C@@H](C=2NC(C=3C=C(C(=CC3C21)F)F)=O)O (R,S)-2-chloro-N-(8,9-difluoro-4-hydroxy-6-oxo-1,4,5,6-tetrahydro-2H-pyrano[3,4-c]isoquinolin-1-yl)-N-methyl-4H-thieno[3,2-b]pyrrole-5-carboxamide